(3S)-3-(3',5'-dimethyl-[3,4'-bipyridin]-5-yl)-3-(4-methyl-2-(4-methyl-2-oxopyridin-1(2H)-yl)pentanamido)propanoic acid CC=1C=NC=C(C1C=1C=NC=C(C1)[C@H](CC(=O)O)NC(C(CC(C)C)N1C(C=C(C=C1)C)=O)=O)C